C(C)(C)(C)CCCC(CCC)(F)F 5-(tert-butyl)1-ethyl-2,2-difluoropentane